tert-butyl 4-{4-[(4-{1-[(tert-butoxy)carbonyl]-1,2,3,6-tetrahydropyridin-4-yl}-3-methylphenyl)carbamoyl]-2-methoxyphenyl}-1,2,3,6-tetrahydropyridine-1-carboxylate C(C)(C)(C)OC(=O)N1CCC(=CC1)C1=C(C=C(C=C1)NC(=O)C1=CC(=C(C=C1)C=1CCN(CC1)C(=O)OC(C)(C)C)OC)C